OC=1C=C(C=CC1)C1=CC(=NN1)C(=O)O 5-(3-hydroxyphenyl)-1H-pyrazole-3-carboxylic acid